1,5-Dinitronaphthalene [N+](=O)([O-])C1=CC=CC2=C(C=CC=C12)[N+](=O)[O-]